N-methyl-3,4-dimethoxybenzyl-amine CNCC1=CC(=C(C=C1)OC)OC